tri(n-butyl)ammonium bromide [Br-].C(CCC)[NH+](CCCC)CCCC